COC(=O)C1=NC(=C(N=C1Cl)C1=C(C=CC=C1)F)Cl 3,6-dichloro-5-(2-fluorophenyl)pyrazine-2-carboxylic acid methyl ester